2-[1-[6-Fluoro-2-(2-methylimidazo[1,2-a]pyridin-6-yl)-4-oxo-chromen-8-yl]ethylamino]benzoic acid FC=1C=C2C(C=C(OC2=C(C1)C(C)NC1=C(C(=O)O)C=CC=C1)C=1C=CC=2N(C1)C=C(N2)C)=O